3-bromobenzo[b]thiophene-6-carbonitrile BrC=1C2=C(SC1)C=C(C=C2)C#N